4-cyclopropyl-3-(2,2-difluoroethoxy)benzoic acid C1(CC1)C1=C(C=C(C(=O)O)C=C1)OCC(F)F